S[C@@H](CSC[C@H](CS)S)CS (S)-3-((R-2,3-dimercaptopropyl)thio)propane-1,2-dithiol